COC1=CC=C(C=C1)C(OC[C@@H]1[C@H](C[C@@H](O1)N1C=2N=C(NC(C2N=C1)=O)NC(C(C)C)=O)O)(C1=CC=CC=C1)C1=CC=C(C=C1)OC N-[9-[(2R,4S,5R)-5-[[bis(4-methoxyphenyl)-phenyl-methoxy]methyl]-4-hydroxy-tetrahydrofuran-2-yl]-6-oxo-1H-purin-2-yl]-2-methyl-propanamide